7-((2S,5R)-4-(bis(4-fluorophenyl)methyl)-2,5-dimethylpiperazin-1-yl)-5-chlorothiazolo[5,4-d]pyrimidine-2-carbaldehyde FC1=CC=C(C=C1)C(N1C[C@@H](N(C[C@H]1C)C=1C2=C(N=C(N1)Cl)SC(=N2)C=O)C)C2=CC=C(C=C2)F